Methyl (2,6-difluorobenzyl)(4-((dimethylamino)methyl)-3-((6-methoxypyridazin-3-yl) carbamoyl)-5-(4-(3-methoxyureido)phenyl)thiophen-2-yl)carbamate FC1=C(CN(C(OC)=O)C=2SC(=C(C2C(NC=2N=NC(=CC2)OC)=O)CN(C)C)C2=CC=C(C=C2)NC(=O)NOC)C(=CC=C1)F